N-(2-(4,4-difluorocyclohexyl)-4-(2,5-difluorophenyl)pyridin-3-yl)-1-(4-fluorophenyl)-1H-1,2,3-triazole-4-carboxamide FC1(CCC(CC1)C1=NC=CC(=C1NC(=O)C=1N=NN(C1)C1=CC=C(C=C1)F)C1=C(C=CC(=C1)F)F)F